hexamethylenecyanate C(CCCCCOC#N)OC#N